(R)-3-[7-(4-Fluorobenzoyl)-8-methyl-3-(3-methyl-1,2,4-thiadiazol-5-yl)-5,6,7,8-Tetrahydroimidazo[1,5-a]pyrazin-1-yl]-1,3-oxazin-2-one FC1=CC=C(C(=O)N2[C@@H](C=3N(CC2)C(=NC3N3C(OC=CC3)=O)C3=NC(=NS3)C)C)C=C1